(1aR,5aR)-2-(2,4-Dichloro-phenyl)-1a,2,5,5a-tetrahydro-1H-2,3-diaza-cyclopropa[a]pentalene-4-carboxylic acid (1-methyl-1-phenyl-ethyl)-amide CC(C)(C1=CC=CC=C1)NC(=O)C=1C=2C[C@@H]3[C@H](C2N(N1)C1=C(C=C(C=C1)Cl)Cl)C3